O=C1NC(CCC1C1=C2C=CN(C2=CC=C1)C1CCN(CC1)CCC1CCC(CC1)N1N=C2C=C(C(=CC2=C1)C(=O)NC1=CN=C2N1N=CC=C2)OC)=O 2-((1r,4r)-4-(2-(4-(4-(2,6-Dioxopiperidin-3-yl)-1H-indol-1-yl)piperidin-1-yl)ethyl)cyclohexyl)-N-(imidazo[1,2-b]pyridazin-3-yl)-6-methoxy-2H-indazole-5-carboxamide